O=C1NN=CC2=CC(=CC=C12)C#N 1-oxo-1,2-dihydro-phthalazine-6-carbonitrile